rac-(1R,2S,5R)-2-(7-azabicyclo[2.2.1]heptan-7-ylmethyl)-1-amino-5-(2-boronoethyl)cyclohexanecarboxylic acid dihydrochloride Cl.Cl.C12CCC(CC1)N2C[C@H]2[C@](C[C@@H](CC2)CCB(O)O)(C(=O)O)N |r|